methyl-(R)-1-(2-((tert-butyldiphenylsilyl)oxy)ethyl)aziridine-2-carboxylic acid benzyl ester C(C1=CC=CC=C1)OC(=O)C1([N@](C1)CCO[Si](C1=CC=CC=C1)(C1=CC=CC=C1)C(C)(C)C)C